C(C)C1(CCSCC1)C=O 4-ETHYL-TETRAHYDRO-2H-THIOPYRAN-4-CARBALDEHYDE